NC1=C(C=C(C=C1)C1=CC=C(C=C1)F)NC(C1=CC=C(C=C1)S1(NCCC1)=O)=O N-[2-amino-5-(4-fluorophenyl)phenyl]-4-[rel-(1R)-1-oxo-4,5-dihydro-3H-isothiazol-1-yl]benzamide